2-(4-(4-acryloylpiperazin-1-yl)-6-chloroquinazolin-7-yl)-5-fluorobenzamide C(C=C)(=O)N1CCN(CC1)C1=NC=NC2=CC(=C(C=C12)Cl)C1=C(C(=O)N)C=C(C=C1)F